FC1(CCN(CC1)C1=C(C=C(C=N1)C=1N=C(OC1)C(=O)O)F)F 4-(6-(4,4-difluoropiperidin-1-yl)-5-fluoropyridin-3-yl)oxazol-2-carboxylic acid